3-cyclopropyl-1-((3-fluorobicyclo[1.1.1]pentan-1-yl)methyl)-4-(trifluoromethyl)-1H-pyrazole-5-carboxylic acid C1(CC1)C1=NN(C(=C1C(F)(F)F)C(=O)O)CC12CC(C1)(C2)F